ClC1=NC(=CC=C1)OCCOC1OCCCC1 2-chloro-6-[2-(oxan-2-yloxy)ethoxy]pyridine